ClC1=C(OC2=C(C=CC3=C2NC(=NS3(=O)=O)NCC3=C(C=CC=C3)F)F)C=CC=C1 5-(2-chlorophenoxy)-6-fluoro-3-((2-fluorobenzyl)amino)-4H-benzo[e][1,2,4]thiadiazine 1,1-dioxide